[Ru](Cl)Cl.N1=C(C=CC=C1)C1=NC=CC=C1.N1=C(C=CC=C1)C1=NC=CC=C1.N1=C(C=CC=C1)C1=NC=CC=C1 tris(2,2-bipyridyl) ruthenium dichloride